C1(CC1)C1=NOC(=N1)C1=CC=C(C=C1)[C@H](C)NC1=NC(=NC(=C1)C)N N4-[(1S)-1-[4-(3-cyclopropyl-1,2,4-oxadiazol-5-yl)phenyl]ethyl]-6-methyl-pyrimidine-2,4-diamine